C1(CCCC1)COC=1C=CC(=NC1)C(C(=O)N)(C)N1C[C@@H](C(CC1)(F)F)C1=CNC(C=C1)=O (5-(cyclopentylmethoxy)pyridin-2-yl)-2-((s)-4,4-difluoro-3-(6-oxo-1,6-dihydropyridin-3-yl)piperidin-1-yl)propanamide